FC(C=1C=C(C=CC1F)C=1C=C2C(=NC1)C=NN2CC(=O)O)F 2-(6-(3-(difluoromethyl)-4-fluorophenyl)-1H-pyrazolo[4,3-b]pyridin-1-yl)acetic acid